Cl.OC=1C=C(C=CC1N1C(N(C2=NC=CC=C21)[C@@H]2CNCC2)=O)C2=CC(=C(C=C2)O)C#N (S)-3',4-Dihydroxy-4'-(2-oxo-3-(pyrrolidin-3-yl)-2,3-dihydro-1H-imidazo[4,5-b]pyridin-1-yl)-[1,1'-biphenyl]-3-carbonitrile Hydrochloride